(S)-2-amino-3-(5-fluoro-1H-indazol-3-yl)propanoic acid N[C@H](C(=O)O)CC1=NNC2=CC=C(C=C12)F